2-(2-(2-cyanopropan-2-yl)phenyl)-2-(3-(5-(5,6,7,8-tetrahydro-1,8-naphthyridin-2-yl)pentyloxy)azetidin-1-yl)acetic acid C(#N)C(C)(C)C1=C(C=CC=C1)C(C(=O)O)N1CC(C1)OCCCCCC1=NC=2NCCCC2C=C1